NC=1C(=CC(=C(C#N)C1)Cl)N1[C@@H](CCCC1)COCCOCOCC[Si](C)(C)C (S)-5-amino-2-chloro-4-(2-(2,2-dimethyl-5,7,10-trioxa-2-silaundecan-11-yl)piperidin-1-yl)benzonitrile